2-Chloro-5-({[(1-cyanocyclopropyl)carbonyl]amino}methyl)-N-{1-[4-(trifluoromethyl)-phenyl]-1H-indazol-4-yl}benzamide ClC1=C(C(=O)NC2=C3C=NN(C3=CC=C2)C2=CC=C(C=C2)C(F)(F)F)C=C(C=C1)CNC(=O)C1(CC1)C#N